COCCN1C=NC=2C1=NC(=CC2N2CCOCC2)N2N=C(C=C2CNC)C=2C=C(C=CC2)C 1-(1-(3-(2-methoxyethyl)-7-morpholino-3H-imidazo[4,5-b]pyridin-5-yl)-3-(m-tolyl)-1H-pyrazol-5-yl)-N-methylmethanamine